N-(methylsulfonyl)picolinamide CS(=O)(=O)NC(C1=NC=CC=C1)=O